C(C)(C)(C)OC(=O)N(C(C(=O)O)C)CCOC 2-[tert-butoxycarbonyl(2-methoxyethyl)amino]propanoic acid